2-(bromomethyl)terephthalic acid BrCC1=C(C(=O)O)C=CC(=C1)C(=O)O